CN(C(=S)SC(C(=O)OC)C)C1=CC=NC=C1 Methyl 2-[methyl(4-pyridinyl)carbamothioylthio]propionate